(S)-4-(5-bromo-7-chloro-2-(ethylthio)-8-fluoropyrido[4,3-d]pyrimidin-4-yl)-3-vinyl-1,4-oxazepane BrC1=NC(=C(C=2N=C(N=C(C21)N2[C@H](COCCC2)C=C)SCC)F)Cl